dimethyl 4-iodo-1H-pyrazole-3,5-dicarboxylate IC=1C(=NNC1C(=O)OC)C(=O)OC